CC1(N(CCOC1)C1=NC2=CC=C(C=C2C=C1)CO)C [2-(3,3-dimethylmorpholin-4-yl)-6-quinolyl]methanol